FC(C=1C=CC(=NC1)C1(CC1)O)(F)F 1-(5-(trifluoromethyl)pyridin-2-yl)cyclopropanol